C1(CCCCC1)CNCC1=C(C(=O)O)C=CC=C1 2-(((cyclohexylmethyl)amino)methyl)benzoic acid